N-[(8-hydroxy-5-nitroquinolin-7-yl)(2-methoxypyridin-4-yl)methyl]pentanamide OC=1C(=CC(=C2C=CC=NC12)[N+](=O)[O-])C(NC(CCCC)=O)C1=CC(=NC=C1)OC